6-bromo-5-(2-fluorophenyl)-1,2,4-triazin-3-amine BrC1=C(N=C(N=N1)N)C1=C(C=CC=C1)F